ClC1=NC(=CC=C1S(=O)(=O)N1[C@@H](CCC1)C(=O)O)C ((2-Chloro-6-methylpyridin-3-yl)sulfonyl)-L-proline